CC1(CCC(CC1)NC=1N=C(C2=C(N1)N(C=C2C2=NC=1N(C=C2)N=CC1)S(=O)(=O)C1=CC=C(C)C=C1)NC)O trans-1-methyl-4-((4-(methylamino)-5-(pyrazolo[1,5-a]pyrimidin-5-yl)-7-tosyl-7H-pyrrolo[2,3-d]pyrimidin-2-yl)amino)cyclohexan-1-ol